C1(=O)NO1.C1(=O)NO1.[K] potassium epoxydicarboxamide